tert-butyl 5-[bis(tert-butoxycarbonyl)amino]-4-iodo-3-(2-methoxyphenyl)pyrazole-1-carboxylate C(C)(C)(C)OC(=O)N(C1=C(C(=NN1C(=O)OC(C)(C)C)C1=C(C=CC=C1)OC)I)C(=O)OC(C)(C)C